C1(CC1)C1=NC(=NO1)NCC1=C(C=C(C=C1)B1OC(C(O1)(C)C)(C)C)F 5-Cyclopropyl-N-(2-fluoro-4-(4,4,5,5-tetramethyl-1,3,2-dioxaborolan-2-yl)benzyl)-1,2,4-oxadiazol-3-amine